(6-chloro-2-methyl-pyrimidin-4-yl)-5-(4-pyridyl)thiazol-2-amine ClC1=CC(=NC(=N1)C)C=1N=C(SC1C1=CC=NC=C1)N